(carbonate) carbon [C+4].C([O-])([O-])=O.C([O-])([O-])=O